C(C1=CC=CC=C1)OC(=O)N1C[C@@H](CC1)OC(CCNC=1N=[N+](C2=C([N+]1[O-])C=CC(=C2)Br)[O-])=O (R)-3-((3-((1-(benzyloxycarbonyl)pyrrolidin-3-yl)oxy)-3-oxopropyl)amino)-7-bromo-benzo[e][1,2,4]triazine-1,4-dioxide